N1CC(C1)C1=CC=C(C=C1)S(=O)(=N)C1CC1 [4-(azetidin-3-yl)phenyl]-cyclopropyl-imino-oxo-λ6-sulfane